CCOC(=O)CCC(F)(F)F n-Heneicosane